2-CYCLOHEXYL-4,6-DIFLUORO-1H-INDOLE-3-CARBOXALDEHYDE C1(CCCCC1)C=1NC2=CC(=CC(=C2C1C=O)F)F